C(C)(C)(C)C=1C=C(C=C(C1O)C(C)(C)C)C(=O)O 3,5-di-tert-butyl-4-hydroxy-phenylformic acid